C=C1C2C3C4C=CC(C3C(C1)C2)C4 8-methylidenetetracyclo[4.4.0.12,5.17,10]-dodec-3-ene